(S)-1-(3-fluoro-4-(trifluoromethyl)phenyl)ethan-1-amine FC=1C=C(C=CC1C(F)(F)F)[C@H](C)N